CN(C(=O)C1=CC=C(C=N1)C1=CNC2=NC=C(C=C21)C=2C=C1CCOCC1=C(C2)[C@H]2NCCC2)C (S)-2-(6-(3-(6-(Dimethylcarbamoyl)pyridin-3-yl)-1H-pyrrolo[2,3-b]pyridin-5-yl)isochroman-8-yl)pyrrolidine